2-[[6-[6-(3-cyclopropyl-1,2,4-triazol-1-yl)-2-azaspiro[3.3]heptane-2-carbonyl]-2,6-diazaspiro[3.3]heptan-2-yl]sulfonyl]benzoic acid methyl ester COC(C1=C(C=CC=C1)S(=O)(=O)N1CC2(C1)CN(C2)C(=O)N2CC1(C2)CC(C1)N1N=C(N=C1)C1CC1)=O